FC(C(C(=O)O)CCC)(F)F 2-(trifluoromethyl)pentanoic acid